(4-chlorophenyl)-6-(4-phenethylpiperazin-1-yl)-2-(pyridin-3-yl)pyrimidine ClC1=CC=C(C=C1)C1=NC(=NC(=C1)N1CCN(CC1)CCC1=CC=CC=C1)C=1C=NC=CC1